(1S,2R,3aR,4S,6aR)-4-[(2-amino-3-chloro-5-fluoroquinolin-7-yl)methyl]-2-(4-amino-5-methyl-7H-pyrrolo[2,3-d]pyrimidin-7-yl)hexahydropentalene-1,6a(1H)-diol NC1=NC2=CC(=CC(=C2C=C1Cl)F)C[C@H]1[C@H]2C[C@H]([C@@H]([C@]2(CC1)O)O)N1C=C(C2=C1N=CN=C2N)C